NC1=CC(=NC(=N1)NC1=C(C=CC=C1)O)C(=O)N(C)C1CC2=CC=CC=C2C1 6-Amino-N-(2,3-dihydro-1H-inden-2-yl)-2-((2-hydroxyphenyl)amino)-N-methylpyrimidine-4-carboxamide